(6S,8S,9R,10S,11S,13S,14S,16R,17R)-6,9-difluoro-11,17-dihydroxy-10,13,16-trimethyl-3-oxo-6,7,8,9,10,11,12,13,14,15,16,17-dodecahydro-3H-cyclopenta[a]phenanthrene F[C@@H]1C2=CC(C=C[C@@]2([C@]2([C@H](C[C@@]3([C@@H]([C@@H](C[C@H]3[C@@H]2C1)C)O)C)O)F)C)=O